N-(4-hydroxy-3-(3-(thiophen-2-yl)-1H-pyrazol-1-yl)phenyl)-4-methylbenzenesulfonamide OC1=C(C=C(C=C1)NS(=O)(=O)C1=CC=C(C=C1)C)N1N=C(C=C1)C=1SC=CC1